tert-butyl (3S)-3-[2-[4-[4-[(5-bromo-1-methyl-imidazole-2-carbonyl)amino]-2-chloro-benzoyl]piperazin-1-yl]-2-oxo-ethyl]pyrrolidine-1-carboxylate BrC1=CN=C(N1C)C(=O)NC1=CC(=C(C(=O)N2CCN(CC2)C(C[C@H]2CN(CC2)C(=O)OC(C)(C)C)=O)C=C1)Cl